COCCNC(=O)C=1C=NN(C1)CC=1SC(=CC1)C1=NOC(=N1)C(F)(F)F N-(2-methoxyethyl)-1-[[5-[5-(trifluoromethyl)-1,2,4-oxadiazol-3-yl]-2-thienyl]methyl]pyrazole-4-carboxamide